FC(CN1C(=NC=2C1=NC(=CN2)C2=CNC=1N=C(N=CC12)NC1CCC(CC1)N1C(CCC1)=O)C)F 1-((1s,4s)-4-((5-(1-(2,2-difluoroethyl)-2-methyl-1H-imidazo[4,5-b]pyrazin-6-yl)-7H-pyrrolo[2,3-d]pyrimidin-2-yl)amino)cyclohexyl)pyrrolidin-2-one